BrC=1C=C2C(=CC(=NC2=CC1)C)OCC1=CC=C(C=C1)OC 6-bromo-4-((4-methoxybenzyl)oxy)-2-methylquinoline